2-((S)-3-((tert-butylthio)amino)-3H-spiro[benzofuran-2,4'-piperidin]-1'-yl)-5-(2,3-dichlorophenyl)-6-methylpyrimidine-4-carboxamide C(C)(C)(C)SN[C@H]1C2=C(OC13CCN(CC3)C3=NC(=C(C(=N3)C(=O)N)C3=C(C(=CC=C3)Cl)Cl)C)C=CC=C2